ON1N=C2C(=N1)C=CC=C2 N'-hydroxybenzotriazole